ClC=1C(=CC(=NC1)NC1CCC(CC1)O)C=1C=C2N(C[C@@H](N(C2=O)CC2=C(C=CC(=C2)F)CO)COC)C1 (R)-7-(5-chloro-2-(((1R,4R)-4-hydroxycyclohexyl)amino)pyridine-4-yl)-2-(5-fluoro-2-(hydroxymethyl)benzyl)-3-(methoxymethyl)-3,4-dihydropyrrolo[1,2-a]pyrazine-1(2H)-one